OC(C1CCN(CC1)C(=O)[O-])C=1OC(=NN1)C1=NC=CC=C1OC 4-(Hydroxy(5-(3-methoxypyridin-2-yl)-1,3,4-oxadiazol-2-yl)methyl)piperidine-1-carboxylate